CN(C)C[Si](OCC)(OCC)OCC N,N-dimethyl-aminomethyl-triethoxysilane